aza-ethanol N(C)O